Cl[Ru-4](=CC1=C(C=CC=C1)OC(C)C)(=C1N(CCN1C1=C(C=CC=C1)C)C1=C(C=CC=C1)C)Cl Dichloro[1,3-bis(2-methylphenyl)-2-imidazolidinylidene](2-isopropoxyphenylmethylene)ruthenium(II)